N1=CC=C(C=C1)CCN1N=C(C=CC1=O)C=1C=NC(=NC1)OCC(F)(F)F 2-[2-(pyridin-4-yl)ethyl]-6-[2-(2,2,2-trifluoroethoxy)pyrimidin-5-yl]pyridazin-3-one